COC1=CC=C(C(=O)[Ge](CC)(CC)C(C2=CC=C(C=C2)OC)=O)C=C1 bis-(4-methoxybenzoyl)-diethylgermanium